2-mercaptoacetic acid SCC(=O)O